FC=1C(=NC(=NC1)NC1=NC=C(C=C1)CN1CC2CN(CC2C1)C)C1=CC2=C(N=C3N2[C@@H](CC3)C)C(=C1)F 5-fluoro-4-((R)-5-fluoro-1-methyl-2,3-dihydro-1H-benzo[d]pyrrolo[1,2-a]imidazol-7-yl)-N-(5-((5-methylhexahydropyrrolo[3,4-c]pyrrol-2(1H)-yl)methyl)pyridin-2-yl)pyrimidin-2-amine